BrC=1C=NC=2N(C=3C=CC(=CC3OC2C1)Br)CC(CN1CC2(COC2)C1)O 1-{6,12-dibromo-9-oxa-2,4-diazatricyclo[8.4.0.0^{3,8}]tetradeca-1(10),3(8),4,6,11,13-hexaen-2-yl}-3-{2-oxa-6-azaspiro[3.3]heptan-6-yl}propan-2-ol